CS(=O)(=O)OC=1C=C(C=C(C1C)C)NC(NC1=CC(=C(C(=C1)C)C)OS(=O)(=O)C)=O bis-[3-(methylsulfonyloxy)-4,5-dimethyl-phenyl]urea